N-(1-((1R,2S)-2-fluorocyclopropyl)-2-oxo-1,2-dihydropyridin-3-yl)-7-isopropoxy-2-(1-methyl-2-oxabicyclo[2.1.1]hexan-4-yl)imidazo[1,2-a]pyridine-6-carboxamide F[C@@H]1[C@@H](C1)N1C(C(=CC=C1)NC(=O)C=1C(=CC=2N(C1)C=C(N2)C21COC(C2)(C1)C)OC(C)C)=O